C[C@H]1OCCN(C1)C(=O)C=1C=C2C(=NC1)NC=C2 (R)-(2-methylmorpholino)(1H-pyrrolo[2,3-b]pyridin-5-yl)methanone